ClC=1C(=NC(=NC1)NC1=C(C=C(C=C1)C(=O)N1CCN(CC1)C)C)C=1C=NN(C1)C(C)C (4-((5-chloro-4-(1-isopropyl-1H-pyrazol-4-yl)pyrimidin-2-yl)amino)-3-methylphenyl)(4-methylpiperazin-1-yl)methanone